(E)-4-(dimethylamino)-N-(2-(4-hydroxy-3-isopropylbenzoyl)-3-methyl-1,2,3,4-tetrahydroisoquinolin-7-yl)-N-methylbut-2-enamide CN(C/C=C/C(=O)N(C)C1=CC=C2CC(N(CC2=C1)C(C1=CC(=C(C=C1)O)C(C)C)=O)C)C